Indeno[5,6-c]pyran C=1OC=CC=2C1C=C1C=CC=C1C2